C(C)(C)(C)OC(=O)NCCN N-(tert-butoxycarbonyl)-1,2-ethylenediamine